FC(C(=O)O)(F)F.NC1=C(C=C2C=C(C=NC2=N1)C(=O)N(CC1=NC=C(C=C1)C(F)(F)F)[C@H](C)C1=NC=CC=C1F)Br (R)-7-amino-6-bromo-N-(1-(3-fluoropyridin-2-yl)ethyl)-N-((5-(trifluoromethyl)pyridin-2-yl)methyl)-1,8-naphthyridine-3-carboxamide 2,2,2-trifluoroacetate